FC1=C(C=C(OCCO)C=C1)C=1C=C2C(=CN(C=C2)CC=2SC3=C(N2)C=CC(=C3)C)N1 2-(4-fluoro-3-(6-((6-methyl-1,3-benzothiazol-2-yl)methyl)-6H-pyrrolo[2,3-c]pyridin-2-yl)phenoxy)ethan-1-ol